[Bi].C1(=CC(=CC(=C1)C(=O)O)C(=O)O)C(=O)O 1,3,5-benzenetricarboxylic acid bismuth